10-bromonaphtho[2,1-b]benzofuran BrC=1C=CC2=C(C3=C(O2)C=CC=2C=CC=CC23)C1